O1CC[C@@H](C2=CC=CC=C12)NC(=O)N1CC2=C(CC1)N=C(S2)N2C1CN(CC2CC1)C(=O)OC(C)(C)C tert-butyl 8-(5-(((S)-chroman-4-yl)carbamoyl)-4,5,6,7-tetrahydrothiazolo[5,4-c]pyridin-2-yl)-3,8-diazabicyclo[3.2.1]octane-3-carboxylate